FC1(C2=CC=CC=C2C=2C=C(C=CC12)C(=O)NCC(=O)N1[C@@H](C[C@H](C1)SC)C(=O)N[C@H](C)C1=CC(=CS1)C(=N)NC(OC(C)(C)C)=O)F tert-butyl ((5-((R)-1-((2S,4R)-1-((9,9-difluoro-9H-fluorene-3-carbonyl)glycyl)-4-(methylthio)pyrrolidine-2-carboxamido)ethyl)thiophen-3-yl)(imino)methyl)carbamate